2-((R)-4,4-difluoro-pyrrolidin-2-ylmethyl)-5-[1-(2-fluoro-6-methyl-phenyl)-piperidin-4-yl]-7-(2-trifluoromethyl-benzyl)-2,4,5,7-tetrahydro-pyrazolo[3,4-d]pyrimidin-6-one FC1(C[C@@H](NC1)CN1N=C2N(C(N(CC2=C1)C1CCN(CC1)C1=C(C=CC=C1C)F)=O)CC1=C(C=CC=C1)C(F)(F)F)F